C(C)OC(=O)N1C2CC(C(C1)CC2)N2C[C@H]1C([C@H]1C2)C(N(C)OC)=O 5-{(1r,5s,6r)-6-[methoxy(methyl)carbamoyl]-3-azabicyclo[3.1.0]hexane-3-yl}-2-azabicyclo[2.2.2]octane-2-carboxylic acid ethyl ester